biphenyl-4-yl-{1'-(naphthalen-1-yl)-[1,2':4',1'']terphenyl-4''-yl}-([1,1':4',1'']terphenyl-4''-yl)-amine C1(=CC=C(C=C1)N(C1=CC=C(C=C1)C1=CC=C(C=C1)C1=CC=CC=C1)C1=CC=C(C=C1)C1=CC(=C(C=C1)C1=CC=CC2=CC=CC=C12)C1=CC=CC=C1)C1=CC=CC=C1